p-xylene-α,α'-dithiol C1=CC(=CC=C1CS)CS